(R)-1-(3-methoxyphenyl)ethanamine COC=1C=C(C=CC1)[C@@H](C)N